3-[(4-Bromo-2-fluoro-5-methyl-phenyl)methylene]-1-(3-fluoropropyl)azetidine BrC1=CC(=C(C=C1C)C=C1CN(C1)CCCF)F